tert-butyl 2-[2-[2-[2-[2-[2-[2-[2-[2-[2-(2-hydroxyethoxy)ethoxy] ethoxy]ethoxy]-ethoxy]ethoxy]ethoxy]ethoxy]ethoxy]ethoxy]acetate OCCOCCOCCOCCOCCOCCOCCOCCOCCOCCOCC(=O)OC(C)(C)C